BrC=1C(=NC=NC1)NC=1C=NC=CC1 5-bromo-N-(3-pyridyl)pyrimidin-4-amine